di-o-tolyl phosphate fluoride [F-].P(=O)(OC1=C(C=CC=C1)C)(OC1=C(C=CC=C1)C)[O-]